C(=O)(O)CN([C@@H](CCC(=O)O)C(=O)O)CC(=O)O N,N-di(carboxymethyl)glutamic acid